(2S)-2-amino-3-{5-oxo-4h,6h,7h-pyrazolo[1,5-a]pyrimidin-6-yl}propionamide trimethoxysilyl-acrylate trimethoxysilyl-acrylate CO[Si](OC)(OC)OC(C=C)=O.CO[Si](OC)(OC)OC(C=C)=O.N[C@H](C(=O)N)CC1C(NC=2N(C1)N=CC2)=O